2-[(2E)-3,7-Dimethylocta-2,6-dienyl]-5-pentyl-benzene-1,3-diol C\C(=C/CC1=C(C=C(C=C1O)CCCCC)O)\CCC=C(C)C